FC1=C(C=CC=C1)C(C1CN(C1)C(=O)OC(C)(C)C)O tert-butyl 3-[(2-fluorophenyl)(hydroxy)methyl]azetidine-1-carboxylate